ethyl (4-nitrophenyl)carboxylate [N+](=O)([O-])C1=CC=C(C=C1)C(=O)OCC